CC1=C(C(=CC=C1)C)C1=CC=NC2=CC(=CC=C12)O[C@@H](C(=O)N1CC2(CC2)CCC1)C 5-[(2R)-2-[[4-(2,6-Dimethylphenyl)-7-quinolyl]oxy]propanoyl]-5-azaspiro[2.5]octane